6-(3'-(4,6-diphenyl-1,3,5-triazin-2-yl)-4-fluoro-[1,1'-biphenyl]-3-yl)-5H-benzo[4,5]thieno[3,2-c]carbazole C1(=CC=CC=C1)C1=NC(=NC(=N1)C1=CC=CC=C1)C=1C=C(C=CC1)C1=CC(=C(C=C1)F)C1=CC2=C(C=3C4=CC=CC=C4NC13)SC1=C2C=CC=C1